FC(C(C(C(F)(F)F)(F)F)(F)F)(S(=O)(=O)[C-](S(=O)(=O)C(C(C(C(F)(F)F)(F)F)(F)F)(F)F)S(=O)(=O)C(C(C(C(F)(F)F)(F)F)(F)F)(F)F)F tris[(perfluorobutyl)sulfonyl]methanide